perfluoro-3,6,9,12-tetraoxahexadecane-1-ol FC(C(OC(C(OC(C(OC(C(OC(C(C(C(F)(F)F)(F)F)(F)F)(F)F)(F)F)(F)F)(F)F)(F)F)(F)F)(F)F)(F)F)(O)F